C(C1=CC=CC=C1)OC=1C(=NC(=CC1)CCN1CCCCC1)C1OCCO1 3-(benzyloxy)-2-(1,3-dioxolan-2-yl)-6-(2-(piperidin-1-yl)ethyl)pyridine